4-(4-(6-chloronaphthalen-2-yl)phenyl)-1H-1,2,3-triazole-5-carboxylic acid ClC=1C=C2C=CC(=CC2=CC1)C1=CC=C(C=C1)C=1N=NNC1C(=O)O